C1(CCCC1)N1C(C=CC2=C1N=C(N=C2)NC2CCN(CC2)S(=O)(=O)N(C)C2CCC(CC2)NC2=C1C(N(C(C1=CC=C2)=O)C2C(NC(CC2)=O)=O)=O)=O 4-((8-cyclopentyl-7-oxo-7,8-dihydropyrido[2,3-d]pyrimidin-2-yl)amino)-N-(4-((2-(2,6-dioxopiperidin-3-yl)-1,3-dioxoisoindolin-4-yl)amino)cyclohexyl)-N-methylpiperidine-1-sulfonamide